C(C)N1C[C@@H]2[C@@H](OCCN2C2=CC=C(N=N2)C2=C(C=C(C=C2C)Cl)O)CC1 |r| 2-[6-[rac-(4aR,8aS)-6-ethyl-3,4a,5,7,8,8a-hexahydro-2H-pyrido[4,3-b][1,4]oxazin-4-yl]pyridazin-3-yl]-5-chloro-3-methyl-phenol